COC(=O)C1=C(SC2=C1C=CC(=C2)O)N(CC2=C(C=C(C=C2)F)F)C(C)=O 2-[acetyl-(2,4-difluorobenzyl)amino]-6-hydroxy-1-benzothiophene-3-carboxylic acid methyl ester